(4aR,5R,7aS,9R)-octahydro-2,2,5,8,8,9a-hexamethyl-4H-4a,9-methanoazuleno(5,6-d)-1,3-dioxole CC1(OC2(C(O1)C[C@]13[C@@H](CC[C@H]1C([C@H]2C3)(C)C)C)C)C